oxopivalat O=CC(C(=O)[O-])(C)C